6-({3-[4-(1,3-dioxolan-2-yl)piperidin-1-yl]-2-methoxyphenyl}amino)-N-[(1R,2S)-2-fluorocyclopropyl]-8-{[(4-methoxyphenyl)methyl](methyl)amino}imidazo[1,2-b]pyridazine-3-carboxamide O1C(OCC1)C1CCN(CC1)C=1C(=C(C=CC1)NC=1C=C(C=2N(N1)C(=CN2)C(=O)N[C@H]2[C@H](C2)F)N(C)CC2=CC=C(C=C2)OC)OC